CC=1C=C2C(C=C(OC2=C(C1)[C@H](C)OS(=O)(=O)C)C1=CC=CC=C1)=O methanesulfonic acid [(1S)-1-(6-methyl-4-oxo-2-phenyl-chromen-8-yl) ethyl] ester